CN1CCN(CC1)CC=1C=C(C=CC1)NC=1N=CC2=C(N1)CN(CC2)C(=O)OC(C)(C)C tert-butyl 2-({3-[(4-methylpiperazin-1-yl)methyl]phenyl}amino)-5H,6H,7H,8H-pyrido[3,4-d]pyrimidine-7-carboxylate